ClC1=NC=CC(=N1)OCC1CC1 2-chloro-4-(cyclopropylmethoxy)pyrimidine